ethoxyglyceryl-sulfonate C(C)OC(C(O)CO)S(=O)(=O)[O-]